FC(C1=NC(=C2C=C(N=CC2=C1)NC1=NC=CC(=C1)CO)NC(C)C)F (2-((7-(difluoromethyl)-5-(isopropylamino)-2,6-naphthyridin-3-yl)amino)pyridin-4-yl)methanol